C[C@@H]1CCCC=2N=C(SC21)CO (R)-(7-methyl-4,5,6,7-tetrahydrobenzo[d]thiazol-2-yl)methanol